FC1=C(C=C(C(=C1)NCC1CCOCC1)[N+](=O)[O-])S(=O)(=O)N(CC1=CC=C(C=C1)OC)CC1=CC=C(C=C1)OC 2-fluoro-N,N-bis(4-methoxybenzyl)-5-nitro-4-(((tetrahydro-2H-pyran-4-yl)methyl)amino)benzenesulfonamide